FC=1C=C(C=C(C1)F)N1C(O[C@@](C1)(C)C(=O)N[C@H]1CC=C(C1)C(=O)OCCSC)=O 2-(methylthio)ethyl (4S)-4-[[[(5R)-3-(3,5-difluorophenyl)-5-methyl-2-oxo-5-oxazolidinyl]carbonyl]amino]-1-cyclopentene-1-carboxylate